FC1=C(OC2=C[C@]3(C(CN(C3)C[C@@H](O)C=3C=C4CCC(NC4=CC3)=O)=C2)O)C=CC=C1F 6-((S)-2-((3aR,5R,6aS)-5-(2,3-difluorophenoxy)-3a-hydroxycyclopenta[c]pyrrol-2(1H)-yl)-1-hydroxyethyl)-3,4-dihydroquinolin-2(1H)-one